(1S,2S)-3-amino-1-(3-(cyclohexylmethoxy)phenyl)propane-1,2-diol NC[C@@H]([C@@H](O)C1=CC(=CC=C1)OCC1CCCCC1)O